(S)-2-N-Boc-aminomethylpyrrolidine CC(C)(C)OC(=O)NC[C@@H]1CCCN1